2-(6-(((1R,3S,4S,5R)-4-fluoro-1,8-dimethyl-8-azabicyclo[3.2.1]oct-6-en-3-yl)oxy)pyridazin-3-yl)-5-(1H-imidazol-1-yl)phenol F[C@@H]1[C@H](C[C@@]2(C=C[C@H]1N2C)C)OC2=CC=C(N=N2)C2=C(C=C(C=C2)N2C=NC=C2)O